N-(tetrahydro-2H-pyran-4-yl)-2-(5-(trifluoromethyl)-1,2,4-oxadiazol-3-yl)-6,7-dihydrothieno[3,2-c]pyridine-5(4H)-carboxamide O1CCC(CC1)NC(=O)N1CC2=C(CC1)SC(=C2)C2=NOC(=N2)C(F)(F)F